1-(2-(((tert-butyldimethylsilyl)oxy)methyl)-5-fluoropyridin-3-yl)ethan-1-one oxime [Si](C)(C)(C(C)(C)C)OCC1=NC=C(C=C1C(C)=NO)F